8-chloro-2-(methylthio)pyrimido[5',4':4,5]thieno[2,3-d]pyridazin-4-ol ClC=1N=NC=C2C1SC1=C2C(=NC(=N1)SC)O